(R)-8-(5-(3-cyanophenyl)-1,3,4-oxadiazol-2-yl)-9-oxooctahydro-2H-pyrazino[1,2-a]pyrazine-2-carbonitrile C(#N)C=1C=C(C=CC1)C1=NN=C(O1)N1C([C@@H]2N(CCN(C2)C#N)CC1)=O